4-(6-(5-cyano-3-methylpyridin-2-yl)-5,6,7,8-tetrahydro-1,6-naphthyridin-3-yl)picolinonitrile C(#N)C=1C=C(C(=NC1)N1CC=2C=C(C=NC2CC1)C1=CC(=NC=C1)C#N)C